Cl.ClC1=C(C=CC=C1C)[C@@H]1NCC[C@@H]1N1CCS(CC1)(=O)=O 4-[(2S,3S)-2-(2-chloro-3-methyl-phenyl)pyrrolidin-3-yl]-1,4-thiazinane 1,1-dioxide hydrochloride